N-[1-(6-ethynyl-3-oxo-hexahydro-furo[3,2-b]pyrrol-4-carbonyl)-3-methyl-butyl]-4-[5-fluoro-2-(4-methyl-piperazin-1-yl)-thiazol-4-yl]benzamide C(#C)C1C2C(N(C1)C(=O)C(CC(C)C)NC(C1=CC=C(C=C1)C=1N=C(SC1F)N1CCN(CC1)C)=O)C(CO2)=O